O=N oxo-amine